4-(3H-[1,2,3]triazolo[4,5-b]pyridin-3-yl)-2-chlorobenzoic acid N1=NN(C2=NC=CC=C21)C2=CC(=C(C(=O)O)C=C2)Cl